[C+4].P(=O)([O-])([O-])[O-].[Fe+2].[Li+] Lithium iron phosphate carbon